C(C1=CC=CC=C1)OC1=CC(=NC=2C=CC=C(C12)O)Cl 4-benzyloxy-2-chloro-quinolin-5-ol